3-[[4-(2,6-dimethylphenyl)-6-[[4-[2-[1-(trifluoromethyl)cyclopropyl]ethyl]piperazin-2-yl]methoxy]pyrimidin-2-yl]sulfamoyl]benzoic acid CC1=C(C(=CC=C1)C)C1=NC(=NC(=C1)OCC1NCCN(C1)CCC1(CC1)C(F)(F)F)NS(=O)(=O)C=1C=C(C(=O)O)C=CC1